C(CCCCCCC\C=C/CCCCCC)(=O)OCCCCCCCCCCCCCCCCCCCCCCCCCC hexacosyl palmitoleate